Ethyl (E)-3-(3-hydroxy-5-methyl-6-(3-phenoxybenzyl)-2-propylpyridin-4-yl)acrylate OC=1C(=NC(=C(C1/C=C/C(=O)OCC)C)CC1=CC(=CC=C1)OC1=CC=CC=C1)CCC